C(C)OC(NC1=C(N=CS1)C(N)=O)=O (4-carbamoyl-thiazol-5-yl)carbamic acid ethyl ester